(R)-1-(4-bromophenyl)ethane-1-amine BrC1=CC=C(C=C1)[C@@H](C)N